(2S)-2-bromo-2-fluoroacetic acid ethyl ester C(C)OC([C@@H](F)Br)=O